tert-Butyl ((1-vinyl-9H-xanthen-9-yl)methyl)carbamate C(=C)C1=CC=CC=2OC3=CC=CC=C3C(C12)CNC(OC(C)(C)C)=O